C(CC)(=S)O.CC(CCCCCCCCCC)C(O)C(CO)(CO)CO beta-dodecyl-pentaerythritol thiopropionate